p-methoxyphenol, sodium salt [Na].COC1=CC=C(C=C1)O